(1R,2R)-(-)-1,2-cyclohexanediamine platinum(II) phosphate P(=O)([O-])([O-])[O-].[Pt+2].[C@@H]1([C@@H](CCCC1)N)N.P(=O)([O-])([O-])[O-].[Pt+2].[Pt+2]